N,N,N-trimethylcyclohexylammonium iodide [I-].C[N+](C)(C)C1CCCCC1